3-methyl-4-(trifluoromethyl)picolinic acid CC=1C(=NC=CC1C(F)(F)F)C(=O)O